CC1=C(C=CC(=N1)NC1=NC(=CC=C1[N+](=O)[O-])C1=CC=CC=C1)N 6-methyl-N2-(3-nitro-6-phenylpyridin-2-yl)pyridine-2,5-diamine